C(C=C)(=O)O.C(C=C)(=O)O.C(CCCCC(=O)O)(=O)O.OCC(C)(CO)C neopentyl glycol adipate diacrylate